COC1=CC=2C3=C(C(=NC2C=C1)OCC1N(CCC1)C)C=NC(=N3)N3CCNCC3 9-Methoxy-5-((1-methylpyrrolidin-2-yl)methoxy)-2-(piperazin-1-yl)pyrimido[5,4-c]quinoline